S(N)(=O)(=O)C=1C=C(C=CC1)C1=NOC(=N1)C(C)NC(OC(C)(C)C)=O tert-butyl (1-(3-(3-sulfamoylphenyl)-1,2,4-oxadiazol-5-yl)ethyl)carbamate